N1(N=CC=C1)C=1C=CC(=C2C=NN(C12)COCC[Si](C)(C)C)B1OC(C(O1)(C)C)(C)C 7-(pyrazol-1-yl)-4-(4,4,5,5-tetramethyl-1,3,2-dioxaborolan-2-yl)-1-{[2-(trimethylsilyl)ethoxy]methyl}indazole